1,3-Dimethylimidazolium chloride [Cl-].CN1C=[N+](C=C1)C